8-(3-(dimethylamino)prop-1-yn-1-yl)-1,7-dimethyl-1,6-naphthyridine CN(CC#CC=1C(=NC=C2C=CCN(C12)C)C)C